ClC=1C=CC(=C(C1)C1=NNC=C1NC(=O)C=1N=C2C(=NC1)NC=C2)OC(F)F N-(3-(5-chloro-2-(difluoromethoxy)phenyl)-1H-pyrazol-4-yl)-5H-pyrrolo[2,3-b]pyrazine-2-carboxamide